tert-butyl 3-(5-bromo-6-oxo-1,6-dihydropyridin-3-yl)-4,4-difluoropiperidine-1-carboxylate BrC1=CC(=CNC1=O)C1CN(CCC1(F)F)C(=O)OC(C)(C)C